(1R,2S,5R)-2-(hydroxymethyl)-3,6-diazabicyclo[3.2.2]nonane-6-carboxylic acid tert-butyl ester C(C)(C)(C)OC(=O)N1[C@H]2CN[C@@H]([C@@H](C1)CC2)CO